C(C)O[C@@H](C(F)(F)F)C1=C(C=C(C=C1)[C@@H](CC(=O)O)CC)NC1=NC=C(N=C1)OCC (R)-3-(4-((R)-1-ethoxy-2,2,2-trifluoroethyl)-3-((5-ethoxypyrazin-2-yl)amino)phenyl)pentanoic acid